S1C(=NC2=C1C=CC=C2)NC(=O)C=2C=CC=C1CCN(CC21)C2=CC=CC(=N2)C(=O)NS(=O)(=O)CCCCCC(=O)OCC ethyl 6-(N-(6-(8-(benzo[d]thiazol-2-ylcarbamoyl)-3,4-dihydroisoquinolin-2(1H)-yl)picolinoyl)sulfamoyl)hexanoate